C(C1=CC=CC=C1)(C1=CC=CC=C1)N1CC(C1)CN1C2=C(OC(C1=O)CN1CCC(CC1)N(C(OC(C)(C)C)=O)C)C=C(C(=C2)Cl)Br tert-butyl (1-((4-((1-benzhydrylazetidin-3-yl)methyl)-7-bromo-6-chloro-3-oxo-3,4-dihydro-2H-benzo[b][1,4]oxazin-2-yl)methyl)piperidin-4-yl)(methyl)carbamate